C(#N)/C(/C(=O)NC1=NC=C(C=N1)C1=CC=CC=C1)=C(\C=1C=NOC1C)/O (Z)-2-cyano-3-hydroxy-3-(5-methylisoxazol-4-yl)-N-(5-phenylpyrimidin-2-yl)acrylamide